(chlorosulfonyl)-1,2,5-trimethyl-1H-pyrrole-3-carboxylic acid methyl ester COC(=O)C1=C(N(C(=C1S(=O)(=O)Cl)C)C)C